NC1=CC(=C(C(=O)NNC(=O)OC(C)(C)C)C=C1)F tert-butyl 2-(4-amino-2-fluorobenzoyl)hydrazinecarboxylate